borneol pelargonate C(CCCCCCCC)(=O)OC1C2(CCC(C1)C2(C)C)C